nonyl 8-[[8-(1-octylnonoxy)-8-oxo-octyl]amino]octanoate C(CCCCCCC)C(CCCCCCCC)OC(CCCCCCCNCCCCCCCC(=O)OCCCCCCCCC)=O